C(C1=CC=CC=C1)N1C(O[C@@H]([C@H]1CO)C)=O (4R,5R)-3-benzyl-4-(hydroxymethyl)-5-methyl-oxazolidine-2-one